C(#N)N1[C@H]2[C@@H](C[C@@H]1CC2)NC(=O)C=2C=C1C=CN(C1=CC2F)C2=NC(=CC=C2)C N-((1R,2R,4S)-7-cyano-7-azabicyclo[2.2.1]heptan-2-yl)-6-fluoro-1-(6-methyl-2-pyridinyl)-1H-indole-5-carboxamide